O=C1OCCN1C1=CC=CC(=N1)N1N=CC(=C1)C=O 1-(6-(2-oxo-oxazolidin-3-yl)pyridin-2-yl)-1H-pyrazole-4-carbaldehyde